C(=O)(OC(C)(C)C)N1C2CNCC1C2 6-(Boc)-3,6-diazabicyclo[3.1.1]heptane